oxolan-2-yl (methyl 2-methylpropanoate) CC(C(=O)OC1OCCC1)(C)C